[Sn](Cl)Cl stannous dichloride